C(C)OC(OCC)=O.C(OCC)(OCC)=O diethyl carbonate diethyl-carbonate